C1(=CC=CC=C1)C1=C(C=NC=C1)NC(=O)C1=NC(=NC=C1)NC1=CC=C(C=C1)C N-(4-phenylpyridin-3-yl)-2-(p-tolylamino)pyrimidine-4-carboxamide